N1(N=CC=C1)CC1=CC2=C(C(=NO2)N)C(=C1)OC 6-((1H-pyrazol-1-yl)methyl)-4-methoxybenzo[d]isoxazol-3-amine